1-(5-((2-amino-5-chloropyridin-3-yl)oxy)-2-methylphenyl)-3-(4-methylphenyl)urea NC1=NC=C(C=C1OC=1C=CC(=C(C1)NC(=O)NC1=CC=C(C=C1)C)C)Cl